OCCC1(CC1)S(=O)(=O)C1(CC1)CN1C(C2=C(CC1)C(=NN2C)C(=O)N)=O 6-((1-((1-(2-hydroxyethyl)cyclopropyl)sulfonyl)cyclopropyl)methyl)-1-methyl-7-oxo-4,5,6,7-tetrahydro-1H-pyrazolo[3,4-c]pyridine-3-carboxamide